N-[2-(2-aminoethoxy)ethyl]-4-[[3-[1-(2,2-difluoroethyl)-3-(trifluoromethyl)pyrazol-4-yl]imidazo[1,2-a]pyrazin-8-yl]amino]-2-fluoro-6-methylbenzamide NCCOCCNC(C1=C(C=C(C=C1C)NC=1C=2N(C=CN1)C(=CN2)C=2C(=NN(C2)CC(F)F)C(F)(F)F)F)=O